NC1=C(C(=C(C=N1)NC(C(=O)N1[C@@H](CCC[C@@H]1C1=CC=CC=C1)C)=O)C)C (6-amino-4,5-dimethyl-3-pyridyl)-2-[(2R,6R)-2-methyl-6-phenyl-1-piperidyl]-2-oxo-acetamide